N-[2-(2,6-dioxopiperidin-3-yl)-1-oxo-2,3-dihydro-1H-isoindol-4-yl]-7-[4-(4,4,5,5-tetramethyl-1,3,2-dioxaborolan-2-yl)-1H-pyrazol-1-yl]heptanamide O=C1NC(CCC1N1C(C2=CC=CC(=C2C1)NC(CCCCCCN1N=CC(=C1)B1OC(C(O1)(C)C)(C)C)=O)=O)=O